2-((2S,3R)-3-((tert-butyldimethylsilyl)oxy)-2-(cyclopentyloxy)-3-(3,5-dimethoxy-4-methylphenyl)propyl)benzo[b]thiophene-4-carboxylic acid [Si](C)(C)(C(C)(C)C)O[C@@H]([C@H](CC1=CC2=C(S1)C=CC=C2C(=O)O)OC2CCCC2)C2=CC(=C(C(=C2)OC)C)OC